(3S,4R,5R,6S)-6-[3-[(4-benzyloxyphenyl)methyl]-4-chloro-phenyl]tetrahydropyran-2,3,4,5-tetraol C(C1=CC=CC=C1)OC1=CC=C(C=C1)CC=1C=C(C=CC1Cl)[C@H]1[C@@H]([C@H]([C@@H](C(O1)O)O)O)O